ClC1=C(C(=CC=C1Cl)O)C1=C(C(=NN1C)C1=CC=NC=C1)C(=O)N (2,3-dichloro-6-hydroxyphenyl)(pyridin-4-yl-(methyl)-1H-pyrazole-4-carboxamide)